3-(2-(4-((4-(1H-pyrazol-1-yl)benzyl)(3-methoxybenzyl)amino)benzyloxy)ethoxy)-N,N-dimethylaniline N1(N=CC=C1)C1=CC=C(CN(C2=CC=C(COCCOC=3C=C(N(C)C)C=CC3)C=C2)CC2=CC(=CC=C2)OC)C=C1